ClC=1C=C2C(=C(C(NC2=CC1)=O)C1=NNC(C1)C=1C=C2C=NN(C2=CC1)CC)C1=CC=CC=C1 6-chloro-3-[5-(1-ethylindazol-5-yl)-4,5-dihydro-1H-pyrazol-3-yl]-4-phenyl-1H-quinolin-2-one